tetradeca-5,9-diene CCCCC=CCCC=CCCCC